N1=CC=CC2=C(C=CC=C12)NC1CCN(CC1)CC(=O)N1[C@@H](CCC1)C#N (S)-1-(2-(4-(Chinolin-5-ylamino)piperidin-1-yl)acetyl)pyrrolidin-2-carbonitril